NC(CCC=1C=C(C=CC1)CC(C(=O)OC(C)(C)C)(C)C)=O tert-butyl 3-(3-(3-amino-3-oxopropyl) phenyl)-2,2-dimethylpropionate